Cl.C1(CC2(C1)CC1CCC(C2)N1)N1CCOCC1 4-spiro(8-azabicyclo[3.2.1]octane-3,3'-cyclobutane)-1'-ylmorpholine hydrochloride